7-(4-aminobicyclo[2.2.1]heptan-1-yl)-6-ethynyl-5-(quinolin-3-yl)-7H-pyrrolo[2,3-d]pyrimidine-4-amine NC12CCC(CC1)(C2)N2C(=C(C1=C2N=CN=C1N)C=1C=NC2=CC=CC=C2C1)C#C